C[C@@H]1NCC[C@@H]1NCCO 2-(((2S,3S)-2-Methylpyrrolidin-3-yl)amino)ethan-1-ol